2-(3-(2-(2-aminoethoxy)ethoxy)propanamido)-N-(6-methoxypyridazin-3-yl)benzamide NCCOCCOCCC(=O)NC1=C(C(=O)NC=2N=NC(=CC2)OC)C=CC=C1